(2R,3'S)-3-(2-Cyclopentyl-2-phenyl-2-hydroxyacetoxy)-1-(methoxycarbonylmethyl)-1-methylpyrrolidinium bromid [Br-].C1(CCCC1)[C@@](C(=O)OC1C[N+](CC1)(C)CC(=O)OC)(O)C1=CC=CC=C1